N4-(4-aminophenyl)-5-chloro-N2-(tetrahydro-2H-pyran-4-yl)pyrimidine-2,4-diamine NC1=CC=C(C=C1)NC1=NC(=NC=C1Cl)NC1CCOCC1